C1(=CC=CC=C1)[O-].C1(=CC=CC=C1)[O-].[Li+].[Li+] lithium bisphenolate